C(C)(C)(C)OC(=O)N1CC(OCC1)C=CC(=O)OCC 2-(3-ethoxy-3-oxoprop-1-en-1-yl)morpholine-4-carboxylic acid tert-butyl ester